ClC=1C(=C(C=CC1F)N(C(=O)[C@H]1N(C(N(C1)CC(CN1CC(CC1)(F)F)O)=O)C1=NC(=CC(=C1)C(F)(F)F)C)C)F (4S)-N-(3-Chloro-2,4-difluorophenyl)-1-(3-(3,3-difluoropyrrolidin-1-yl)-2-hydroxy-propyl)-N-methyl-3-(6-methyl-4-(trifluoromethyl)pyridin-2-yl)-2-oxoimidazolidine-4-carboxamide